CSC1=NC=CC(=N1)C1=NN(C2=CC=C(C=C12)N)C1OCCCC1 3-(2-methylsulfanylpyrimidin-4-yl)-1-tetrahydropyran-2-yl-indazol-5-amine